FC1=C(N(C2=CC=CC=C12)F)C1=CC(=C(C=C1)F)C difluoro-2-(4-fluoro-3-methyl-phenyl)-1H-indole